ClC1=C(C=C(C=C1)C1=C(C=CC=C1)NC(=O)C1=C(N=C(S1)C)C(F)F)F N-(4'-chloro-3'-fluorobiphenyl-2-yl)-4-difluoromethyl-2-methylthiazol-5-carboxamide